N-(dimethylcarbamoyl)-N-methyl-4-(methylamino)butanamide CN(C(=O)N(C(CCCNC)=O)C)C